C(CCCCCCCCCCC)CCC(=S)OCCOCCOCCOC(CCCCCCCCCCCCCC)=S triethylene glycol bis(3-laurylthiopropionate)